[Ni](Cl)(Cl)(Cl)(Cl)(Cl)Cl nickel hexa-chloride